CC1=NC=CC(=C1)C1=NN(C=C1)C1=NC=2N(C(=C1)N1CCOCC1)N=C(C2)C=2C=NC=CC2 4-[5-[3-(2-methyl-4-pyridinyl)pyrazol-1-yl]-2-(3-pyridinyl)pyrazolo[1,5-a]pyrimidin-7-yl]morpholine